4-(3-methoxyphenyl)-6-oxo-1,6-dihydropyrimidine-5-carbonitrile COC=1C=C(C=CC1)C=1N=CNC(C1C#N)=O